C(N)(=O)C1(CCN(CC1)C1=C2N=C(N(C2=NC(=N1)N1C=NC(=C1)C(=O)O)C1=CC=C(C=C1)Cl)C1=C(C=CC=C1)Cl)C 1-[6-(4-carbamoyl-4-methyl-1-piperidyl)-8-(2-chlorophenyl)-9-(4-chlorophenyl)purin-2-yl]imidazole-4-carboxylic acid